C(C)(C)(C)OC(=O)NC1=CC=C(C=C1)C=1SC=C(N1)C(=O)O (4-((tert-butoxycarbonyl)amino)phenyl)thiazole-4-carboxylic acid